rac-ethyl 2-(4-methyl-1-oxo-1,2,3,4-tetrahydronaphthalen-2-yl)-2-oxoacetate CC1CC(C(C2=CC=CC=C12)=O)C(C(=O)OCC)=O